CN1CCN(CC1)C1=CC=C(C=C1)NC=1N=C(C2=C(N1)C=CS2)N2OCC[C@@H]2C2=CC=CC=C2 (R)-N-(4-(4-methylpiperazin-1-yl)phenyl)-4-(3-phenylisoxazolidin-2-yl)thieno[3,2-d]pyrimidin-2-amine